phenyl-cyclobutanone C1(=CC=CC=C1)C1C(CC1)=O